C(C=C)(=O)OCCCCCCCCCCC[SiH2]C(Cl)Cl acryloxyundecyldichloromethylsilane